N-(1-hydroxy-2-methylpropan-2-yl)acetamide OCC(C)(C)NC(C)=O